N-(Pyridin-3-yl)-2-(((2-(trifluoromethyl)pyridin-4-yl)thio)methyl)-1H-benzo[d]imidazol-5-amine N1=CC(=CC=C1)NC1=CC2=C(NC(=N2)CSC2=CC(=NC=C2)C(F)(F)F)C=C1